(R)-N-(4-cyclobutyl-3-(4-fluorobenzyl)-1-methyl-1H-pyrazol-5-yl)-3-(2-fluorophenyl)-3-hydroxybutanamide C1(CCC1)C=1C(=NN(C1NC(C[C@@](C)(O)C1=C(C=CC=C1)F)=O)C)CC1=CC=C(C=C1)F